Dihydro-isoquinolinone C1(NCCC2=CC=CC=C12)=O